C(C)(C)(C)OC(=O)N1CC2CCC(C1)C2=O tert-butyl-8-oxo-3-azabicyclo[3.2.1]octane-3-carboxylate